methyl 2-(8-aminooct-1-yn-1-yl)-5-(piperazin-1-yl)benzoate NCCCCCCC#CC1=C(C(=O)OC)C=C(C=C1)N1CCNCC1